CC[C@@H](CC(=O)SCCNC(=O)CCNC(=O)[C@@H](C(C)(C)COP(=O)([O-])OP(=O)([O-])OC[C@@H]1[C@H]([C@H]([C@@H](O1)N2C=NC3=C(N=CN=C32)N)O)OP(=O)([O-])[O-])O)O The molecule is a short-chain (3S)-hydroxy fatty acyl-CoA(4-) obtained by deprotonation of the phosphate and diphosphate OH groups of (S)-3-hydroxypentanoyl-CoA; major species at pH 7.3. It is a conjugate base of a (S)-3-hydroxypentanoyl-CoA.